ClC1=CC2=C(N(CN=C2N2[C@H](CN[C@@H](C2)C)C)C=2C(=NC(=NC2C(C)C)NC)C(C)C)N=C1C1=C(C=CC=C1)F 6-chloro-1-(4,6-diisopropyl-2-(methylamino)pyrimidin-5-yl)-4-((2S,5R)-2,5-dimethylpiperazin-1-yl)-7-(2-fluorophenyl)pyrido[2,3-d]pyrimidin